3-fluoro-2-(4-iodo-2-methyl-pyrazol-3-yl)-4-methyl-naphthalene-1-carbonitrile FC=1C(=C(C2=CC=CC=C2C1C)C#N)C=1N(N=CC1I)C